1-((3-Methyl-1H-pyrazolo[3,4-b]pyridin-5-yl)methyl)-N-(3-(4-methylpiperazin-1-carbonyl)-5-(trifluoromethyl)phenyl)indolin-6-carboxamid CC1=NNC2=NC=C(C=C21)CN2CCC1=CC=C(C=C21)C(=O)NC2=CC(=CC(=C2)C(F)(F)F)C(=O)N2CCN(CC2)C